di(oleoyloxyethyl)hydroxyethyl-methyl-ammonium methylsulfate COS(=O)(=O)[O-].C(CCCCCCC\C=C/CCCCCCCC)(=O)OCC[N+](C)(CCO)CCOC(CCCCCCC\C=C/CCCCCCCC)=O